ClC=1C=C(C=NC1)C1CN(C1)[C@@H]1[C@H](CCCC1)OC=1C=C2CN(C(C2=CC1)=O)C1C(NC(CC1)=O)=O 3-(5-(((1S,2S)-2-(3-(5-chloropyridin-3-yl)azetidin-1-yl)cyclohexyl)oxy)-1-oxoisoindolin-2-yl)piperidine-2,6-dione